FC=1C=C2C(=CC(OC2=C(C1O)F)=O)C 6,8-Difluoro-7-hydroxy-4-methylcoumarin